C(C)(C)C1=C(NC2=CC=C(C=C12)C1=NN=C(O1)C1CC(CCC1)N)C1=CC(=NC=C1)C 3-(5-(3-isopropyl-2-(2-methylpyridin-4-yl)-1H-indol-5-yl)-1,3,4-oxadiazol-2-yl)cyclohexane-1-amine